6-(2,6-difluorophenyl)pyridazine-3-carboxylate FC1=C(C(=CC=C1)F)C1=CC=C(N=N1)C(=O)[O-]